L-2-hydroxypyridine OC1=NC=CC=C1